2-(1H-imidazol-1-yl)-1-phenylethane N1(C=NC=C1)CCC1=CC=CC=C1